NC1=NN2C(N=C(C=C2)C=2C=C3CN(C(C3=C(C2)NS(=O)(=O)C)=O)[C@@H](C)C2CC2)=C1C(=O)NC1CCC(CC1)(C(F)(F)F)O 2-amino-5-{2-[(1S)-1-cyclopropylethyl]-7-methanesulfonamido-1-oxo-2,3-dihydro-1H-isoindol-5-yl}-N-[cis-4-hydroxy-4-(trifluoromethyl)cyclohexyl]pyrazolo[1,5-a]pyrimidine-3-carboxamide